3-(1-methyl-1H-pyrazol-4-yl)-5-(2-methyl-8-(pyrrolidin-2-yl)-1,2,3,4-tetrahydroisoquinolin-6-yl)pyridin-2-amine CN1N=CC(=C1)C=1C(=NC=C(C1)C=1C=C2CCN(CC2=C(C1)C1NCCC1)C)N